2-cyanothiophene, potassium salt [K].C(#N)C=1SC=CC1